[3-[5-(4-bromophenyl)-1-[2-(trifluoromethyl)phenyl]pyrrol-2-yl]phenyl]-[4-(3-pyridylmethyl)-1-piperidyl]methanone hydrochloride Cl.BrC1=CC=C(C=C1)C1=CC=C(N1C1=C(C=CC=C1)C(F)(F)F)C=1C=C(C=CC1)C(=O)N1CCC(CC1)CC=1C=NC=CC1